NC=1C(=NC(=C(N1)F)C1=CC=C(C=C1)N1CCN(CC1)C(C)C)C=1C=C2C(=CNC(C2=CC1)=O)F 6-(3-amino-5-fluoro-6-(4-(4-isopropylpiperazin-1-yl)phenyl)pyrazin-2-yl)-4-fluoroisoquinolin-1(2H)-one